CCCCCCCCC#N Heptane-7-ylacetonitrile